CC1=CC=C2C(=N1)N(C=C2)C(=O)C2=CC=CC=C2 (6-methyl-1H-pyrrolo[2,3-b]pyridine-1-yl)(phenyl)methanone